CN(C=1C=C(C(=O)O)C=CC1[C@@H]1CC2(CC2)CCN1CC1=C2C=CNC2=C(C=C1OC)C)C (S)-3-(dimethylamino)-4-(6-((5-methoxy-7-methyl-1H-indol-4-yl)methyl)-6-azaspiro[2.5]octan-5-yl)benzoic acid